C(C)SC1=CC(=C(N)C=C1F)F 4-ethylthio-2,5-difluoroaniline